4-{5-[(3-methylbenzylidene)amino]-1,3,4-thiadiazol-2-yl}catechol CC=1C=C(C=NC2=NN=C(S2)C=2C=C(C(O)=CC2)O)C=CC1